(E)-tert-butyl (1-amino-1-(hydroxyimino) propan-2-yl)(3,5-dichloro-4-((5-isopropyl-1-methyl-6-oxo-1,6-dihydropyridazin-3-yl)oxy)phenyl)carbamate N/C(/C(C)N(C(OC(C)(C)C)=O)C1=CC(=C(C(=C1)Cl)OC1=NN(C(C(=C1)C(C)C)=O)C)Cl)=N/O